BrC1=CC=C(C=C1)NC(=O)N1NC([C@H]([C@@H]1C1=CC=CC=C1)C1=CC=CC=C1)=O (4S,5R)-N-(4-bromophenyl)-3-oxo-4,5-diphenylpyrazolidine-1-carboxamide